racemic-N-(trans-1,3-dimethylpiperidin-4-yl)-3-((3,5-dimethylpyridin-2-yl)oxy)-2,2-dimethylpropanamide CN1C[C@H]([C@@H](CC1)NC(C(COC1=NC=C(C=C1C)C)(C)C)=O)C |r|